allyl-caprolactone C(C=C)C1C(=O)OCCCC1